2-(3,5-dichloro-4-((2-(3-chloro-4-fluorobenzyl)-1-oxo-1,2,3,4-Tetrahydroisoquinolin-6-yl)oxy)phenyl)hydrazine ClC=1C=C(C=C(C1OC=1C=C2CCN(C(C2=CC1)=O)CC1=CC(=C(C=C1)F)Cl)Cl)NN